2-{2-[2-(1H-indazol-1-yl)acetamido]acetamido}acetic acid N1(N=CC2=CC=CC=C12)CC(=O)NCC(=O)NCC(=O)O